7-(8-Isopropenyl-2-methylimidazo[1,2-b]pyridazin-6-yl)-2-piperazin-1-yl-thiazolo[3,2-a]pyrimidin-5-on C(=C)(C)C=1C=2N(N=C(C1)C=1N=C3N(C(C1)=O)C=C(S3)N3CCNCC3)C=C(N2)C